C(C)(C)(C)OC(=O)N1S(OCC1(C)C)(=O)=O 4,4-dimethyl-1,2,3-oxathiazolidine-3-carboxylic acid tert-butyl ester 2,2-dioxide